Methyl 3-(N-(2-oxo-2-((2-(phenylthio)phenyl)amino)ethyl)methylsulfonamido)benzoate O=C(CN(S(=O)(=O)C)C=1C=C(C(=O)OC)C=CC1)NC1=C(C=CC=C1)SC1=CC=CC=C1